(2S,3S,4S,5S,6S)-2-((S)-2-acetoxy-1-fluoroethyl)-6-((hydroxy(phenoxy)phosphoryl)oxy)tetrahydro-2H-pyran-3,4,5-triyl triacetate C(C)(=O)O[C@@H]1[C@H](O[C@H]([C@H]([C@H]1OC(C)=O)OC(C)=O)OP(=O)(OC1=CC=CC=C1)O)[C@H](COC(C)=O)F